1-(3-biphenyl-4-ylmethyl-4-hydroxy-chroman-7-yl)-cyclopentanecarboxylic acid C1(=CC=C(C=C1)CC1COC2=CC(=CC=C2C1O)C1(CCCC1)C(=O)O)C1=CC=CC=C1